4-amino-6-tert-butyl-3-ethylthio-1,2,4-triazin-5(4H)-one NN1C(=NN=C(C1=O)C(C)(C)C)SCC